[3-[2-(3-Chlorophenyl)ethynyl]-6,8-dihydro-5H-[1,2,4]triazolo[4,3-a]pyrazin-7-yl]-(4,5-dimethyl-2-furyl)methanone ClC=1C=C(C=CC1)C#CC1=NN=C2N1CCN(C2)C(=O)C=2OC(=C(C2)C)C